O[C@H]1CC(N(C1)C)=O (4s)-4-hydroxy-1-methylpyrrolidin-2-one